COCC1OC2=C(OC1)C=CC(=C2)C(=O)O 3-(methoxymethyl)-2,3-dihydrobenzo[b][1,4]dioxin-6-carboxylic acid